3-BORONOBENZENESULFONAMIDE B(O)(O)C=1C=C(C=CC1)S(=O)(=O)N